N=1C=CN2N=C(C=CC21)C2=CC=C(C(=O)O)C=C2 4-(imidazo[1,2-b]pyridazin-6-yl)benzoic acid